IC1=CC(=NC(=C1)N1CCOCC1)N[C@@H](COC)C 4-iodo-N-[(2R)-1-methoxypropane-2-yl]-6-(morpholin-4-yl)pyridin-2-amine